ClC1=C(OCCC(=O)O)C=CC=C1C=1N(C2=NC=NC(=C2N1)OC1(CC1)C)CC1=C(C=CC(=C1)Cl)F 3-(2-chloro-3-(9-(5-chloro-2-fluorobenzyl)-6-(1-methylcyclopropoxy)-9H-purin-8-yl)phenoxy)propanoic acid